6-((tetrahydro-2H-pyran-4-yl)oxy)pyridin O1CCC(CC1)OC1=CC=CC=N1